5-(1-methyl-1H-1,2,4-triazol-3-yl)phenol CN1N=C(N=C1)C=1C=CC=C(C1)O